C(CCCCCCCCCCCCCCC)NS(=O)(=O)N N-(hexadecyl)sulfamide